3-Amino-1-benzylpyrrolidin-2-one NC1C(N(CC1)CC1=CC=CC=C1)=O